3-[5-chloro-1,3-dioxo-6-(1H-1,2,3-triazol-5-yl)-2,3-dihydro-1H-isoindol-2-yl][1,1'-biphenyl]-4-carboxylic acid ClC=1C=C2C(N(C(C2=CC1C1=CN=NN1)=O)C=1C=C(C=CC1C(=O)O)C1=CC=CC=C1)=O